N-((3-fluoropyridin-2-yl)methyl)-2-(2-((2-(1-(2-methoxyethyl)-1H-benzo[d]imidazol-2-yl)ethyl)amino)ethyl)oxazole-4-carboxamide FC=1C(=NC=CC1)CNC(=O)C=1N=C(OC1)CCNCCC1=NC2=C(N1CCOC)C=CC=C2